FC(C(=C(C(C(F)(F)F)(C(F)(F)F)F)F)F)(F)F 1,1,1,2,3,4,5,5,5-nonafluoro-4-(trifluoromethyl)pent-2-ene